C1=NC=C(C2=CC=CC=C12)N1C(N(C[C@@H]1C#N)C1=NC=C(C=C1)C(F)(F)F)=O |r| Racemic-3-(isoquinolin-4-yl)-2-oxo-1-(5-(trifluoromethyl)pyridin-2-yl)imidazolidine-4-carbonitrile